O1C(=NC2=C1C=CC=C2)N2CCC(CC2)C(=O)O 1-(benzo[d]oxazol-2-yl)piperidine-4-carboxylic acid